3-[8-[(Z)-N'-hydroxycarbamimidoyl]-2,3-dihydro-1H-cyclopenta[b]indol-4-yl]propionic acid O\N=C(/N)\C=1C=2C3=C(N(C2C=CC1)CCC(=O)O)CCC3